Cl.FC1=CC=C(OC2CCNCC2)C=C1 4-(4-fluorophenoxy)piperidine hydrochloride